tert-butyl (3R,4R)-3-fluoro-4-{[5-iodo-7-(2-methylpropyl)imidazo[4,3-f][1,2,4]triazin-2-yl]amino}piperidine-1-carboxylate F[C@@H]1CN(CC[C@H]1NC1=NN2C(C=N1)=C(N=C2CC(C)C)I)C(=O)OC(C)(C)C